IC1=NC=CC=C1N 2-iodopyridin-3-amine